1-[(11Z,14Z)-1-nonylicosa-11,14-dien-1-yl]pyrrolidine Methyl-2-((1H-pyrrolo[2,3-b]pyridin-5-yl)oxy)-4-bromobenzoate COC(C1=C(C=C(C=C1)Br)OC=1C=C2C(=NC1)NC=C2)=O.C(CCCCCCCC)C(CCCCCCCCC\C=C/C\C=C/CCCCC)N2CCCC2